ClC1=CC=C(C=N1)CNC1=CC(NC(N1)=O)=O 6-(((6-chloropyridin-3-yl)methyl)amino)pyrimidine-2,4(1H,3H)-dione